2,3-dihydro-1,4-benzodioxin-5-amine O1CCOC2=C1C=CC=C2N